6-(3-((5-fluoro-2-methoxy-4-(methylcarbamoyl)phenyl)amino)prop-1-yn-1-yl)-N-(1-methylpiperidin-4-yl)-3-(2,2,2-trifluoroethyl)imidazo[1,2-a]pyridine-8-carboxamide FC=1C(=CC(=C(C1)NCC#CC=1C=C(C=2N(C1)C(=CN2)CC(F)(F)F)C(=O)NC2CCN(CC2)C)OC)C(NC)=O